methyl (2S,3R)-2-acetamido-3-hydroxy-3-p-tolylpropionate C(C)(=O)N[C@H](C(=O)OC)[C@@H](C1=CC=C(C=C1)C)O